N1=CC(=CC=C1)C1=NN2C(N=C(C=C2N2CCOCC2)N2N=C(C=C2)C=2C=C(C=CC2)C)=C1 4-(2-(pyridin-3-yl)-5-(3-(m-tolyl)-1H-pyrazol-1-yl)pyrazolo[1,5-a]pyrimidin-7-yl)morpholine